1-(4-(4,4,5,5-tetramethyl-1,3,2-dioxaborolan-2-yl)phenyl)-1-(4-(trifluoromethyl)pyridin-2-yl)ethanol CC1(OB(OC1(C)C)C1=CC=C(C=C1)C(C)(O)C1=NC=CC(=C1)C(F)(F)F)C